FC1CC(N(C1)C(CC=1C=NC=NC1)=O)C(=O)NC(C1=CC=C(C=C1)C(C)C)C1=CC=CC=C1 4-fluoro-N-{phenyl[4-(propan-2-yl)phenyl]methyl}-1-[2-(pyrimidin-5-yl)acetyl]pyrrolidine-2-carboxamide